2-HYDROXY-5-(HYDROXYMETHYL)BENZALDEHYDE OC1=C(C=O)C=C(C=C1)CO